ClC=1C(=C(C=C(C1)F)C(C)N1C(N(C(C1C)=O)CC)=O)CO 1-((e)-1-(3-chloro-5-fluoro-2-(hydroxymethyl)phenyl)ethyl)-3-ethyl-5-methylimidazolidine-2,4-dione